FC1=C(C=CC=C1F)N1CCC(CC1)C1=C(C=C(C=C1)C1C(NC(CC1)=O)=O)F 3-(4-(1-(2,3-Difluorophenyl)piperidin-4-yl)-3-fluorophenyl)piperidine-2,6-dione